tert-butyl (2-(2-((3-(9-(2,6-dioxopiperidin-3-yl)-9H-pyrido[2,3-b]indol-5-yl)prop-2-yn-1-yl)oxy)ethoxy)ethyl)carbamate O=C1NC(CCC1N1C2=C(C3=C(C=CC=C13)C#CCOCCOCCNC(OC(C)(C)C)=O)C=CC=N2)=O